CN(C(OC(C)(C)C)=O)C1CC2=C(OC1)C(=CS2)C tert-butyl N-methyl-N-(3-methyl-6,7-dihydro-5H-thieno[3,2-b]pyran-6-yl)carbamate